cycloPentanol C1(CCCC1)O